C(CN\C=C(/C#N)\C(=O)C1=CC=CC=C1)N\C=C(\C#N)/C(C1=CC=CC=C1)=O (2Z,2'E)-2,2'-((ethane-1,2-diylbis(azanediyl))bis(methanylylidene))bis(3-oxo-3-phenylpropanenitrile)